[C-]1(C=CC=C1)CO.[C-]1(C=CC=C1)CO.[Fe+2] 1,1'-Ferrocenedimethanol